FC(CO)(C(C(C(C(C(C(F)(F)F)(F)F)(F)F)(F)F)(F)F)(F)F)F 2,2,3,3,4,4,5,5,6,6,7,7,8,8,8-pentadeca-fluoro-1-octanol